CC1(CCNCC1)CCNC=1C=C(C=CC1C(F)(F)F)C1=NNC(O1)=O 5-[3-{[2-(4-Methylpiperidin-4-yl)ethyl]amino}-4-(trifluoromethyl)phenyl]-1,3,4-oxadiazol-2(3H)-one